CC1(CCNCC1)NC 4-methylpiperidin-4-yl-methylamine